C(C=C)(=O)N1CC(C1)(C1=C(C(=CC=C1F)Cl)Cl)NC1=NC=2C(N(C=CC2C=C1)C)=O 2-[1-Acryloyl-3-(2,3-dichloro-6-fluorophenyl)-3-azetidinylamino]-7-methyl-1,7-diaza-8(7H)-naphthalenone